CC1=CC(=C(C(=C1)C)N(C(C2=CSC=C2)C(=O)NC(C)(C)C)C(=O)CN3C4=CC=CC=C4N=N3)C The molecule is an organooxygen compound and an organonitrogen compound. It has a role as an anticoronaviral agent. It derives from an alpha-amino acid.